5-(5-aminopentyl)-3-pentylquinolin-2-amine NCCCCCC1=C2C=C(C(=NC2=CC=C1)N)CCCCC